[(2S,3R,7R)-7-(6-tert-butyl-5-methyl-pyrrolo[2,3-b]pyrazin-3-yl)-3-isopropoxy-azepan-2-yl]methanol C(C)(C)(C)C1=CC=2C(=NC(=CN2)[C@H]2CCC[C@H]([C@@H](N2)CO)OC(C)C)N1C